2-amino-N1-[5-(3,5-difluorobenzyl)-1H-indazol-3-yl]-N4-(1-methylpiperidin-4-yl)benzene-1,4-dicarboxamide NC1=C(C=CC(=C1)C(=O)NC1CCN(CC1)C)C(=O)NC1=NNC2=CC=C(C=C12)CC1=CC(=CC(=C1)F)F